4-(2-Amino-2-methylpropanoyl)-N-(1-(4-((4-aminopiperidin-1-yl)methyl)phenyl)-5-methyl-2-oxo-1,2-dihydropyrimidin-4-yl)piperazine-1-carboxamide hydrochloride salt Cl.NC(C(=O)N1CCN(CC1)C(=O)NC1=NC(N(C=C1C)C1=CC=C(C=C1)CN1CCC(CC1)N)=O)(C)C